5-[(3-fluorophenoxy)methyl]oxazol-2(3H)-one FC=1C=C(OCC2=CNC(O2)=O)C=CC1